2-(5-butyl-2-(4-methoxyphenyl)pyridin-3-yl)thiazole-5-carboxylic acid C(CCC)C=1C=C(C(=NC1)C1=CC=C(C=C1)OC)C=1SC(=CN1)C(=O)O